ClC1=C(C(N(C2=CC=C(C=C12)[N+](=O)[O-])C)=O)C(=O)OCC Ethyl 4-chloro-1-methyl-6-nitro-2-oxo-1,2-dihydroquinoline-3-carboxylate